C(#N)C=1C=C(C=NNC(=O)C2=CC=C3C4=C(NC3=C2)C=NC(=C4)C4(CC4)C(=O)N)C=CC1 (7-(2-(3-cyanobenzylidene)hydrazine-1-carbonyl)-9H-pyrido[3,4-b]indol-3-yl)cyclopropanecarboxamide